COC=O.ClC1=CC=C(CC2C(C(CC2)C)=O)C=C1 1-(4-chlorobenzyl)-3-methyl-2-oxocyclopentane methyl-formate